ClC=1C=C(C=CC1C)NC(=O)C1=CC(=CC=2NC(=NC21)C2CC2)NC(=O)C2=C(C=CC(=C2)Cl)Cl N-(3-chloro-4-methylphenyl)-2-cyclopropyl-6-{[(2,5-dichlorophenyl)carbonyl]amino}-1H-benzimidazole-4-Carboxamide